methyl-propenyl-sodium CC(=CC)[Na]